NCCCNCCC1=CC=C(C(=O)NC2=CC=C(C=C2)S(=O)(=O)N2CCN(CC2)C2=NC=C(C(=C2)C(F)(F)F)C)C=C1 4-[2-(3-Aminopropylamino)ethyl]-N-[4-[4-[5-methyl-4-(trifluoromethyl)-2-pyridyl]piperazin-1-yl]sulfonylphenyl]benzamide